BrC1=CC(=C2C=CC=NC2=C1)C1(CC1)N 1-(7-bromoquinolin-5-yl)cyclopropanamine